O=C1NC(CCC1N1C(C2=CC=C(C=C2C1)NC(=O)N1CCCCC1)=O)=O N-(2-(2,6-dioxopiperidin-3-yl)-1-oxoisoindolin-5-yl)piperidine-1-carboxamide